O.[Eu] Europium water